(7R)-N-(2-(Diethylamino)-4-((4-(trifluoromethyl)benzyl)amino)phenyl)-7,8-difluorooctanamid C(C)N(C1=C(C=CC(=C1)NCC1=CC=C(C=C1)C(F)(F)F)NC(CCCCC[C@H](CF)F)=O)CC